C(C)(C)(C)OC(=O)N1C[C@@H](N(CC1)C=1C2=C(N=CN1)N(C=C2C2=NC=CC=C2)C2=CC(=CC=C2)OC)C (S)-4-(7-(3-methoxyphenyl)-5-(pyridin-2-yl)-7H-pyrrolo[2,3-d]pyrimidin-4-yl)-3-methylpiperazine-1-carboxylic acid tert-butyl ester